5-((1S,3S)-3-methyl-1-(4-methyl-4H-1,2,4-triazol-3-yl)cyclobutyl)pyridin-3-amine CC1CC(C1)(C1=NN=CN1C)C=1C=C(C=NC1)N